5-(thiophen-3-yl)-1H-indazol S1C=C(C=C1)C=1C=C2C=NNC2=CC1